1-((3-(5-(2,5-difluorophenyl)-4,5-dihydro-1H-pyrazole-1-carbonyl)-bicyclo[1.1.1]pentan-1-yl)methyl)-1H-indazole-5-carbonitrile FC1=C(C=C(C=C1)F)C1CC=NN1C(=O)C12CC(C1)(C2)CN2N=CC1=CC(=CC=C21)C#N